3-(4-chloro-3-fluorophenyl)-8-((6-chloropyridin-3-yl)methyl)pyrido[2,3-d]pyrimidine-2,4(3H,8H)-dione ClC1=C(C=C(C=C1)N1C(N=C2C(C1=O)=CC=CN2CC=2C=NC(=CC2)Cl)=O)F